di(n-propoxy)aluminum C(CC)O[Al]OCCC